(3S)-ethyl 8-(2-amino-6-(1-(4-cyano-2-(3-methyl-1H-pyrazol-1-yl)phenyl)-2,2,2-trifluoroethoxy)pyrimidin-4-yl)-2,8-diazaspiro[4.5]decane-3-carboxylate NC1=NC(=CC(=N1)N1CCC2(C[C@H](NC2)C(=O)OCC)CC1)OC(C(F)(F)F)C1=C(C=C(C=C1)C#N)N1N=C(C=C1)C